imidazo[1,5-a]Pyridine-6-carboxylic acid methyl ester COC(=O)C=1C=CC=2N(C1)C=NC2